CC1=NOC(=C1S(=O)(=O)N1CC(CC1)C(=O)N1CCN(CC1)C1=CC=NC2=CC=CC=C12)C (1-((3,5-dimethylisoxazol-4-yl)sulfonyl)pyrrolidin-3-yl)(4-(quinolin-4-yl)piperazin-1-yl)methanone